COC(=O)N(CC(=O)O)C 2-[(METHOXYCARBONYL)(METHYL)AMINO]ACETIC ACID